C1(CC1)NC1=NC=2N(C=C1)N=CC2C(=O)NC2=CC(=CC=C2)C=2OC=CN2 5-(cyclopropylamino)-N-(3-(oxazol-2-yl)phenyl)pyrazolo[1,5-a]pyrimidine-3-carboxamide